CNC(CCSC=1OC=CN1)=O N-methyl-3-oxazol-2-ylsulfanyl-propanamide